8-(4-(4-(2-((2-(2,6-dioxopiperidin-3-yl)-1-oxoisoindolin-4-yl)thio)ethyl)piperazin-1-yl)piperidin-1-yl)-9-ethyl-6,6-dimethyl-11-oxo-6,11-dihydro-5H-benzo[b]carbazole-3-carbonitrile O=C1NC(CCC1N1C(C2=CC=CC(=C2C1)SCCN1CCN(CC1)C1CCN(CC1)C=1C(=CC2=C(C(C=3NC4=CC(=CC=C4C3C2=O)C#N)(C)C)C1)CC)=O)=O